Francium methyl anthracenedisulfonate C=1(C(=CC=C2C=C3C=CC=CC3=CC12)S(=O)(=O)[O-])S(=O)(=O)OC.[Fr+]